(6-Bromopyridin-3-yl)(2-chlorophenyl)methanol BrC1=CC=C(C=N1)C(O)C1=C(C=CC=C1)Cl